3-(N-(3-(Pyrrolidin-1-yl)azetidin-1-yl)sulfamoyl)-1-(1,2,3,5,6,7-hexahydro-s-indacen-4-yl)urea, potassium salt [K].N1(CCCC1)C1CN(C1)NS(=O)(=O)NC(NC1=C2CCCC2=CC=2CCCC12)=O